N-(6-Bromopyridin-2-yl)-2-(cyclopropylamino)acetamide BrC1=CC=CC(=N1)NC(CNC1CC1)=O